C(C)(C)[C@H](NC(OC(C)(C)C)=O)C(N[C@H](C(NCCOCCNC(=O)C1=C(C(=C(S1)NC(C(CC)C1=CC=C(C=C1)F)=O)C(=O)OC)C)=O)C(C)C)=O methyl 5-(((6S,9S)-6,9-diisopropyl-2,2-dimethyl-4,7,10-trioxo-3,14-dioxa-5,8,11-triazahexadecan-16-yl)carbamoyl)-2-(2-(4-fluorophenyl)butanamido)-4-methylthiophene-3-carboxylate